2-((6-(2-(4-(cyclobutylamino)piperidin-1-yl)pyrimidin-5-yl)-2-ethylimidazo[1,2-a]pyridin-3-yl)(methyl)amino)-4-(4-fluorophenyl)thiazole-5-carbonitrile C1(CCC1)NC1CCN(CC1)C1=NC=C(C=N1)C=1C=CC=2N(C1)C(=C(N2)CC)N(C=2SC(=C(N2)C2=CC=C(C=C2)F)C#N)C